6-bromo-1,8-naphthyridin-2-amine BrC=1C=C2C=CC(=NC2=NC1)N